zirconium 3,5-dichlorosalicylate ClC1=C(C(C(=O)[O-])=CC(=C1)Cl)O.[Zr+4].ClC1=C(C(C(=O)[O-])=CC(=C1)Cl)O.ClC1=C(C(C(=O)[O-])=CC(=C1)Cl)O.ClC1=C(C(C(=O)[O-])=CC(=C1)Cl)O